1-(5-(3-cyano-6-(1-methyl-1H-pyrazol-4-yl)pyrazolo[1,5-a]pyridin-4-yl)pyridin-2-yl)-N-isobutyl-N-methylpiperidine-4-carboxamide C(#N)C=1C=NN2C1C(=CC(=C2)C=2C=NN(C2)C)C=2C=CC(=NC2)N2CCC(CC2)C(=O)N(C)CC(C)C